(R)-3-Phenyl-2-{3-[3-(4-trifluoromethyl-benzyl)-3H-imidazo[4,5-b]pyridin-2-yl]-propionylamino}-propionic acid C1(=CC=CC=C1)C[C@H](C(=O)O)NC(CCC1=NC=2C(=NC=CC2)N1CC1=CC=C(C=C1)C(F)(F)F)=O